3-azabicyclo[3.1.1]heptan-6-ol C12CNCC(C1O)C2